N-(2,4-difluorophenyl)-7-(4-fluorophenyl)pyrazolo[1,5-a]pyrimidine FC1=C(C=CC(=C1)F)N1CC=C2N1C(=CC=N2)C2=CC=C(C=C2)F